ethyl 5-bromo-1-benzofuran-2-carboxylate BrC=1C=CC2=C(C=C(O2)C(=O)OCC)C1